C(C)C=1SC(=C(N1)C1=NC(=CC=C1)C)OC1=CC(=NC=C1)NC=1C=NC=C(C(=O)O)C1 5-((4-((2-Ethyl-4-(6-methylpyridin-2-yl)thiazol-5-yl)oxy)pyridin-2-yl)amino)nicotinic acid